C(C)(C)[Si](O[C@@H](CCCC(=O)OC)C#C)(C(C)C)C(C)C Methyl (S)-5-((triisopropylsilyl)oxy)hept-6-ynoate